C(C)(C)(C)N1C[C@@H](CC1)N1C(C=2N(C=3N(C(C2C1)=O)N=C(C3)CC)CC(=O)NC3=NC=C(C=C3)F)=O |r| tert-butyl-(±)-3-[2-ethyl-4-{2-[(5-fluoropyridin-2-yl)amino]-2-oxoethyl}-5,8-dioxo-5,8-dihydro-4H-pyrazolo[1,5-a]pyrrolo[3,4-d]pyrimidin-6(7H)-yl]pyrrolidine